[Te](=O)([O-])[O-].[Zn+2].[Na+] sodium zinc tellurite